L-3-Bromophenyl-alanine BrC=1C=C(C=CC1)N[C@@H](C)C(=O)O